3-[[4-[[5-isobutyl-2-(2H-tetrazol-5-yl)phenyl]methyl]-piperazin-1-yl]-methyl]pyridazine C(C(C)C)C=1C=CC(=C(C1)CN1CCN(CC1)CC=1N=NC=CC1)C=1N=NNN1